(S)-(5-(1-(difluoromethyl)-1H-pyrazol-4-yl)-1,3,4-oxadiazol-2-yl)(4-(4-fluoropyrazolo[1,5-a]pyridin-2-yl)-6,7-dihydro-1H-imidazo[4,5-c]pyridin-5(4H)-yl)methanone FC(N1N=CC(=C1)C1=NN=C(O1)C(=O)N1[C@@H](C2=C(CC1)NC=N2)C2=NN1C(C(=CC=C1)F)=C2)F